N1C=CC=2C1=NC=CC2CN2C(N(C(C2(C)C)=O)C2=CC=C(C=C2)S(=O)(=O)C(F)(F)F)=O 1-((1H-pyrrolo[2,3-b]pyridin-4-yl)methyl)-5,5-dimethyl-3-(4-((trifluoromethyl)sulfonyl)phenyl)imidazolidine-2,4-dione